CN1C(=NC=C1)C1CCC=2N1N=C(N2)C(=O)N[C@H]2COC1=C(N(C2=O)C)C=CC=C1 5-(1-methylimidazol-2-yl)-N-[(3S)-5-methyl-4-oxo-2,3-dihydro-1,5-benzoxazepine-3-yl]-6,7-dihydro-5H-pyrrolo[1,2-b][1,2,4]Triazole-2-carboxamide